F\C(=C/C1=CC=C(C=C1)Br)\[N+](=O)[O-] (Z)-1-(2-fluoro-2-nitrovinyl)-4-bromobenzene